FC(CN(CC[C@@H](C)NC(=O)C1=CC2=CC=CC(=C2C=C1)OC1=CC=C(C=C1)C(F)(F)F)CC1=C(C=C(C=C1)OC)OC)F N-[(1R)-3-[2,2-difluoroethyl-[(2,4-dimethoxyphenyl)methyl]amino]-1-methyl-propyl]-5-[4-(trifluoromethyl)phenoxy]naphthalene-2-carboxamide